tert-butyl 7-((2'-ethoxy-6-(methoxycarbonyl)-[2,3'-bipyridin]-5-yl) oxy)-5-oxa-2-azaspiro[3.4]octane-2-carboxylate C(C)OC1=NC=CC=C1C1=NC(=C(C=C1)OC1COC2(CN(C2)C(=O)OC(C)(C)C)C1)C(=O)OC